C(C)(C)(C)OC(NC1CCC(=CC1)C1=CC=C(C=C1)OC)=O (4'-methoxy-2,3,4,5-tetrahydro-[1,1'-biphenyl]-4-yl)carbamic acid tert-butyl ester